2,9-dipropyl-1,10-decanediol C(CC)C(CO)CCCCCCC(CO)CCC